7-bromo-8-fluoro-6-(trifluoromethyl)quinazoline BrC1=C(C=C2C=NC=NC2=C1F)C(F)(F)F